BrC=1C=C(C=C(C1)[C@H](CC1=NN=CN1C)C)N1C(C2=CC=CC(=C2C1)C(F)(F)F)=O (S)-2-(3-bromo-5-(1-(4-methyl-4H-1,2,4-triazol-3-yl)propan-2-yl)phenyl)-4-(trifluoromethyl)isoindolin-1-one